6-[4-cyclopropyl-7-[(3R)-1-methyl-3-piperidyl]imidazo[4,5-c]pyridazin-3-yl]-2-fluoro-3-methyl-phenol C1(CC1)C=1C2=C(N=NC1C1=CC=C(C(=C1O)F)C)N(C=N2)[C@H]2CN(CCC2)C